2-((Benzofuran-2-yl)methoxy)-6-(piperidin-4-yl)pyridine O1C(=CC2=C1C=CC=C2)COC2=NC(=CC=C2)C2CCNCC2